5-benzyl-3-(tert-butoxymethyl)-1-methyl-1H-pyrazole-4-carboxylic acid ethyl ester C(C)OC(=O)C=1C(=NN(C1CC1=CC=CC=C1)C)COC(C)(C)C